tert-Butyl N-[(1S,2R)-2-({3-[3-(3-{[(1S,2R)-1-{[(tert-butoxy)carbonyl]amino}-2,3-dihydro-1H-inden-2-yl]oxy}prop-1-yn-1-yl)phenyl]prop-2-yn-1-yl}oxy)-2,3-dihydro-1H-inden-1-yl]carbamate C(C)(C)(C)OC(=O)N[C@@H]1[C@@H](CC2=CC=CC=C12)OCC#CC=1C=C(C=CC1)C#CCO[C@H]1[C@H](C2=CC=CC=C2C1)NC(OC(C)(C)C)=O